BrC1=C(C=CC2=C1CC(C=1C(=NC=NC21)N)(C)C)OC 7-bromo-8-methoxy-5,5-dimethyl-6H-benzo[h]quinazolin-4-amine